1-butyl-3,5-dimethoxybenzene C(CCC)C1=CC(=CC(=C1)OC)OC